CC1=NC2=CC=CC=C2C(=N1)C(=O)NC(C)C1=CC=CC=C1 2-methyl-N-(1-phenylethyl)quinazolin-4-carboxamide